O=C(CCC(=O)OC(C)(C)C)C1=NC=CC=N1 tert-butyl 4-oxo-4-pyrimidin-2-yl-butanoate